(3R,4R)-4-((7-(5-(difluoromethyl)-3-fluoropyridin-2-yl)-5-fluoropyrrolo[2,1-f][1,2,4]triazin-2-yl)amino)-1-(methylsulfonyl)piperidin-3-ol FC(C=1C=C(C(=NC1)C1=CC(=C2C=NC(=NN21)N[C@H]2[C@@H](CN(CC2)S(=O)(=O)C)O)F)F)F